4-bromo-3,3-dimethyl-1-(pyrimidin-2-ylmethyl)indolin-2-one mercury-chromium-tellurium [Te].[Cr].[Hg].BrC1=C2C(C(N(C2=CC=C1)CC1=NC=CC=N1)=O)(C)C